ClC=1C=C(C=CC1)C1=COC2=NC=CC(=C21)N2CCOCC2 3-(3-chlorophenyl)-4-morpholinofuro[2,3-b]pyridine